C(C#C)(=O)OC(CCC)O butanediol propiolate